7-allyl-6-((tert-butyldimethylsilyl)oxy)-4-methoxy-2-phenethylisoindolin-1-one C(C=C)C=1C(=CC(=C2CN(C(C12)=O)CCC1=CC=CC=C1)OC)O[Si](C)(C)C(C)(C)C